COC1=CC=C(C=C1)NC1C(C(NC2=CC=CC=C12)=O)(C)C 4-((4-Methoxyphenyl)amino)-3,3-dimethyl-3,4-dihydroquinolin-2(1H)-one